6-amino-2-aza-spiro[3.3]heptane-2-carboxylic acid tert-butyl ester C(C)(C)(C)OC(=O)N1CC2(C1)CC(C2)N